C(C)(C)(C)OC(=O)N(C1=CC(=NC=2N1N=CC2C2CCC2)O[C@@H]2CN(CCC2)C(=O)OC(C)(C)C)C2=CC(=CC(=C2)C)C#N Tert-Butyl (S)-3-((7-((tert-butoxycarbonyl)(3-cyano-5-methylphenyl)amino)-3-cyclobutylpyrazolo[1,5-a]pyrimidin-5-yl)oxy)piperidine-1-carboxylate